FC1=CC(=C(C=2C3=C(C=NN3C)C3(CCC3)NC12)C)C=1C=C(C=C2C(=CNC12)C)F 6-Fluoro-8-(5-fluoro-3-methyl-1H-indol-7-yl)-1,9-dimethylspiro[5H-pyrazolo[4,3-c]chinolin-4,1-cyclobutan]